1'-(6-((2-amino-3-chloropyridin-4-yl)thio)-1,2,4-triazin-3-yl)-2-chloro-4,6-dihydrospiro[cyclopenta[d]thiazole-5,4'-piperidin]-6-amine NC1=NC=CC(=C1Cl)SC1=CN=C(N=N1)N1CCC2(CC1)C(C1=C(N=C(S1)Cl)C2)N